(S)-4-amino-1-pentanoic acid N[C@H](CCC(=O)O)C